C(C1=CC=CC=C1)OC(=O)NC(C(=O)N[C@H](C(=O)OC)C[C@H]1C(NCC1)=O)C(C)(C)C1CCCCC1 Methyl (2S)-2-(2-(((benzyloxy)carbonyl)amino)-3-cyclohexyl-3-methylbutanamido)-3-((S)-2-oxopyrrolidin-3-yl)propanoate